BrC1=NN(C(=C1)C(=O)NC1=C(C=C(C=C1C(NC)=O)[N+](=O)[O-])C)C1=NC=CC=C1Cl 3-bromo-1-(3-chloropyridinyl)-N-(2-methyl-6-(methylcarbamoyl)-4-nitrophenyl)-1H-pyrazole-5-carboxamide